FC1(CCC2=C1N=C(N=C2C=2C=CC(=NC2)OCC(=O)N2CCN(CC2)C(=O)OC(C)(C)C)S(=O)(=O)C)F tert-butyl 4-(2-((5-(7,7-difluoro-2-(methylsulfonyl)-6,7-dihydro-5H-cyclopenta[d]pyrimidin-4-yl)pyridin-2-yl)oxy)acetyl)piperazin-1-carboxylate